ClC1=CC=C(C=C1)C(NC(=O)[C@@H]1CNC(C1)=O)C1=CC=C(C=C1)C1CC1 (3S)-N-((4-chlorophenyl)(4-cyclopropylphenyl)methyl)-5-oxopyrrolidine-3-carboxamide